3-((tert-butyldimethylsilyl) oxy)-1,1-diphenylprop-2-ylmethylsulfonate [Si](C)(C)(C(C)(C)C)OCC(C(C1=CC=CC=C1)C1=CC=CC=C1)CS(=O)(=O)[O-]